CC1(C(C1(C(=O)O)C(=O)O)\C=C\[N+](=O)[O-])C dimethyl-2-(trans-2-nitrovinyl)cyclopropane-1,1-dicarboxylic acid